C[C@@H]1[C@H](C2=CC(=CC=C2C1)C)C1(NC(=NC(=N1)N)C(C)F)N 2-[(1r,2s)-2,3-dihydro-2,6-dimethyl-1H-inden-1-yl]-6-(1-fluoroethyl)-1,3,5-triazine-2,4-diamine